(18-(t-butoxy)-18-oxooctadecanoyl)-L-glutamic acid 1-(t-butyl) 5-(perfluorophenyl) ester FC1=C(C(=C(C(=C1F)F)F)F)OC(CC[C@H](NC(CCCCCCCCCCCCCCCCC(=O)OC(C)(C)C)=O)C(=O)OC(C)(C)C)=O